C(CCCCCCCCCCCCCCCCCCCCCCCCCCCCCC)(=O)O Hentriacontanoic acid